2-β-hydroxyethoxy-3-amino-pyrazolo[1,5-a]pyridine OCCOC1=NN2C(C=CC=C2)=C1N